butylene glycol 3-methyl-3-butenyl ether CC(CCOCCCCO)=C